C(=C)C(C(=O)O)\C=C\C vinyl-trans-3-pentenoic acid